3-(1H-Benzo[d]imidazol-5-yl)-4-(4-(4-hydroxycyclohexyl)phenyl)oxazolidin-2-on N1C=NC2=C1C=CC(=C2)N2C(OCC2C2=CC=C(C=C2)C2CCC(CC2)O)=O